C1(=CC=CC2=CC=CC=C12)N(C1=CC=C(C2=CC=C(N(C3=CC=CC=C3)C3=CC=CC4=CC=CC=C34)C=C2)C=C1)C1=CC=CC=C1 di(naphthalene-1-yl)-N,N'-diphenylbenzidine